3-(4-(((1-(4-(1-acetyl-4-((4-chlorophenyl)amino)-2-methyl-1,2,3,4-tetrahydroquinolin-6-yl)phenyl)piperidin-4-yl)(methyl)amino)methyl)phenyl)piperidine-2,6-dione C(C)(=O)N1C(CC(C2=CC(=CC=C12)C1=CC=C(C=C1)N1CCC(CC1)N(C)CC1=CC=C(C=C1)C1C(NC(CC1)=O)=O)NC1=CC=C(C=C1)Cl)C